2-(dimethylamino)ethyl-phenylboronic acid pinacol ester CN(CCCC1(OB(OC1(C)C)C1=CC=CC=C1)C)C